2-((3-chlorophenyl)seleno)-1-phenylethan-1-one ClC=1C=C(C=CC1)[Se]CC(=O)C1=CC=CC=C1